3,3'-dibromo-1,1'-biphenyl BrC=1C=C(C=CC1)C1=CC(=CC=C1)Br